ClC=1C=C2C(=CN=C(C2=CN1)OC1CN(C1)C(C)=O)C(C)(C)O 1-(3-((6-chloro-4-(2-hydroxypropan-2-yl)-2,7-naphthyridin-1-yl)oxy)azetidin-1-yl)ethan-1-one